cis-10-Heptadecenoic acid, methyl ester C(CCCCCCCC\C=C/CCCCCC)(=O)OC